C1(=CC=CC=C1)N1CCC(CC1)C1CNC(N1)=O 5-(1-phenylpiperidin-4-yl)imidazolidin-2-on